2-ethoxyethyl 4-((4'-(1,1,1,3,3,3-hexafluoro-2-hydroxypropan-2-yl)-[1,1'-biphenyl]-4-yl)methyl)-1-(pyridin-4-ylmethyl)piperazine-2-carboxylate FC(C(C(F)(F)F)(O)C1=CC=C(C=C1)C1=CC=C(C=C1)CN1CC(N(CC1)CC1=CC=NC=C1)C(=O)OCCOCC)(F)F